ClC1=C(C=C(C(=C1)CO)Cl)NC(=O)[C@H](C)NC(=O)[C@H](C(C)C)NC(OC(C)(C)C)=O tert-butyl N-[(1S)-1-{[(1S)-1-{[2,5-dichloro-4-(hydroxymethyl)phenyl]carbamoyl}ethyl]carbamoyl}-2-methylpropyl]carbamate